NC=1C=C(C=C2C=C(N=NC12)NC(=O)[C@H]1[C@H](C1)F)C1=C(C=NS1)C cis-N-[8-Amino-6-(4-methylisothiazol-5-yl)cinnolin-3-yl]-2-fluoro-cyclopropanecarboxamide